OC(CN(CCCCCCN(CC(C)O)CC(C)O)CC(C)O)C N,N,N',N'-Tetra-(2-Hydroxypropyl)hexamethylendiamin